CC(/C=C/C(C(=O)O)NC(=O)C=1C=NC(=NC1)OC1=CC=CC=C1)(C)C (E)-5,5-dimethyl-2-(2-phenoxy-5-pyrimidinylcarbonylamino)-3-hexenoic acid